CN1N=C(C(=C1)C(=O)OCC)NC ethyl 1-methyl-3-(methylamino)-1H-pyrazole-4-carboxylate